1-(5-bromo-2-chloro-phenyl)pyrazole-4-carboxylic acid methyl ester COC(=O)C=1C=NN(C1)C1=C(C=CC(=C1)Br)Cl